C(C)(=O)C=1C(=CN(C(C1Br)=O)C1CC1)C(=O)OC Methyl 4-acetyl-5-bromo-1-cyclopropyl-6-oxo-1,6-dihydropyridine-3-carboxylate